C(C1=CC=CC=C1)N1CC([C@H]2CN(CC[C@H]21)C(=O)OC(C)(C)C)(F)F (cis)-tert-butyl 1-benzyl-3,3-difluorohexahydro-1H-pyrrolo[3,2-c]pyridine-5(6H)-carboxylate